chlorophenyl-methyl-dimethoxysilane nitrylvalerate [N+](=O)([O-])C(C(=O)O)CCC.ClCO[Si](OC)(C)C1=CC=CC=C1